(S)-N-((S)-(4-chlorophenyl)(1-(2,2,2-trifluoroethyl)piperidin-4-yl)methyl)-2-oxo-oxazolidine-5-carboxamide ClC1=CC=C(C=C1)[C@@H](NC(=O)[C@@H]1CNC(O1)=O)C1CCN(CC1)CC(F)(F)F